[C@H]12CNC[C@@H]2C1C(=O)N1C[C@H]2N(C=3C(=NN=C(C3)C3=C(C=CC=C3)O)NC2)CC1 ((1R,5S,6r)-3-azabicyclo[3.1.0]hexan-6-yl)((S)-2-(2-hydroxyphenyl)-5,6,6a,7,9,10-hexahydro-8H-pyrazino[1',2':4,5]pyrazino[2,3-c]pyridazin-8-yl)methanone